Methyl (S)-1-(4,4-dimethyltetrahydrofuran-3-yl)-2-(2-fluoro-4-(5-fluoro-6-hydroxypyridin-2-yl)benzyl)-1H-benzo[d]imidazole-6-carboxylate CC1([C@@H](COC1)N1C(=NC2=C1C=C(C=C2)C(=O)OC)CC2=C(C=C(C=C2)C2=NC(=C(C=C2)F)O)F)C